CC1(C(NC=2C1=NC(=CC2)C)=O)C 3,3,5-Trimethyl-1,3-dihydro-2H-pyrrolo[3,2-b]pyridin-2-one